bis(diethoxymethylsilylpropyl)-N-methylamine C(C)OC(OCC)[SiH2]CCCN(C)CCC[SiH2]C(OCC)OCC